(2S,3R,4S,5R,6R)-2-((2-Hydroxy-2-methyl-1-(2-methyl-pyridin-3-yl)propyl)thio)-6-(hydroxymethyl)-4-(4-(3,4,5-trifluorophenyl)-1H-1,2,3-triazol-1-yl)tetrahydro-2H-pyran-3,5-diol OC(C(C=1C(=NC=CC1)C)S[C@@H]1O[C@@H]([C@@H]([C@@H]([C@H]1O)N1N=NC(=C1)C1=CC(=C(C(=C1)F)F)F)O)CO)(C)C